lead 2-ethyl caproate C(CCCCC)(=O)OCC.[Pb]